N-{1-Cyclooctyl-2-oxo-2-[4-(tetrahydro-furan-3-yl)anilino]ethyl}-3-methyl-isoxazole-4-carboxamide C1(CCCCCCC1)C(C(NC1=CC=C(C=C1)C1COCC1)=O)NC(=O)C=1C(=NOC1)C